nitrogen ethyl 2-(4-(2-(benzylthio)-2-iminoethyl)phenoxy)acetate C(C1=CC=CC=C1)SC(CC1=CC=C(OCC(=O)OCC)C=C1)=N.[N]